COC(=O)[C@@H]1N(C(C2=CC(=CC=C12)F)=O)CC1=CC=C(C=C1)OC |r| Rac-5-fluoro-2-(4-methoxybenzyl)-3-oxoisoindoline-1-carboxylic acid methyl ester